methoxy-4-nitro-1-(phenylsulfonyl)-1H-indole COC=1N(C2=CC=CC(=C2C1)[N+](=O)[O-])S(=O)(=O)C1=CC=CC=C1